2-Phenyl-N-[4-[4-[3-(trifluoromethyl)phenyl]piperazin-1-yl]sulfonylphenyl]benzamide C1(=CC=CC=C1)C1=C(C(=O)NC2=CC=C(C=C2)S(=O)(=O)N2CCN(CC2)C2=CC(=CC=C2)C(F)(F)F)C=CC=C1